(R)-4-((2-(((3-cyclopropylpyridin-2-yl)(1-methylcyclopentyl)methyl)amino)-3,4-dioxocyclobut-1-en-1-yl)amino)-3-hydroxy-N,N-dimethylpicolinamide C1(CC1)C=1C(=NC=CC1)[C@@H](C1(CCCC1)C)NC1=C(C(C1=O)=O)NC1=C(C(=NC=C1)C(=O)N(C)C)O